C(C)OC(\C(=C(\C)/C1=CC(=C(C=C1)F)Br)\C#N)=O (Z)-ethyl-3-(3-bromo-4-fluorophenyl)-2-cyanobut-2-enoate